(2s,6s)-2-(hydroxymethyl)-6-(prop-2-yl)morpholine-4-carboxylic acid tert-butyl ester C(C)(C)(C)OC(=O)N1C[C@H](O[C@H](C1)C(C)C)CO